6-(2-(2,5-Difluorophenyl)-5,6-dihydro-4H-pyrrolo[1,2-b]pyrazol-3-yl)benzo[d]thiazole FC1=C(C=C(C=C1)F)C=1C(=C2N(N1)CCC2)C2=CC1=C(N=CS1)C=C2